C(=O)(O)CCCC(=O)NCCC[C@H](N)C(=O)O N5-(4-carboxybutanoyl)ornithine